C1(CC1)C([C@@H](C=1OC2=C(N1)C=C(C=C2)CN2C(N[C@@H](C2)C(F)(F)F)=O)NC(=O)C2=CC=NN2CC[C@@H](C)O)C2CC2 N-((S)-2,2-dicyclopropyl-1-(5-(((S)-2-oxo-4-(trifluoromethyl)imidazolidin-1-yl)methyl)benzo[d]oxazol-2-yl)ethyl)-1-((R)-3-hydroxybutyl)-1H-pyrazole-5-carboxamide